CCCCCCCC/C=C\\CCCCCCCC(=O)OC[C@@H](O)COP(=O)(OCC(O)COP(=O)(OC[C@H](O)COC(=O)CCCCCCC/C=C\\CCCCCCCC)O)O The molecule is a 2,2'-dilyso cardiolipin in which both of the phosphatidyl acyl groups are specified as oleoyl. It derives from an oleic acid. It is a conjugate acid of a 1,1'-dioleyl 2,2'-dilysocardiolipin(2-).